C(C)(C)OC(CCNC=1N=NC2=C(N1)C=CC(=C2)C2=CN=CS2)=O 3-((3-isopropoxy-3-oxopropyl)amino)-7-(thiazol-5-yl)benzo[e][1,2,4]triazine